N-(1-(2-fluorophenyl)cyclopropyl)-2,3-dihydro-1H-pyrrolo[3,2-b]pyridine-1-carboxamide FC1=C(C=CC=C1)C1(CC1)NC(=O)N1CCC2=NC=CC=C21